2-methyl-8-((7-(6-methylpyrazolo[1,5-a]pyridin-3-yl)-3-oxoisoindolin-4-yl)amino)-3,4-dihydropyrido[4',3':4,5]pyrrolo[1,2-a]pyrazin-1(2H)-one CN1C(C=2N(CC1)C1=C(C2)C=C(N=C1)NC1=C2C(NCC2=C(C=C1)C=1C=NN2C1C=CC(=C2)C)=O)=O